[Si](C)(C)(C(C)(C)C)OC1C(OCC1)C=O 3-[(tert-butyldimethylsilyl)oxy]oxolane-2-carbaldehyde